4-(3-(4-hydroxy-3,5-dimethylphenyl)acryloyl)benzamide OC1=C(C=C(C=C1C)C=CC(=O)C1=CC=C(C(=O)N)C=C1)C